bis(4-pentyl-nonyl)13,15-dioxo-9,19-bis(6-oxo-6-(undecyloxy)-hexyl)-9,12,16,19-tetra-azaheptacosanedioate C(CCCC)C(CCCOC(CCCCCCCN(CCNC(CC(NCCN(CCCCCCCC(=O)OCCCC(CCCCC)CCCCC)CCCCCC(=O)OCCCCCCCCCCC)=O)=O)CCCCCC(OCCCCCCCCCCC)=O)=O)CCCCC